COC1=NC=CC(=C1)NC1=NC=CC(=C1)OC1=C(N=C(S1)N)C1=CC=CC=C1 5-((2-((2-Methoxypyridin-4-yl)amino)pyridin-4-yl)oxy)-4-phenylthiazol-2-amine